N-({4-[1-(difluoromethyl)-1H-pyrazol-5-yl]-2,5-dioxoimidazolidin-4-yl}methyl)-4'-(trifluoromethyl)[biphenyl]-2-carboxamide FC(N1N=CC=C1C1(NC(NC1=O)=O)CNC(=O)C=1C(=CC=CC1)C1=CC=C(C=C1)C(F)(F)F)F